FC1(C[C@H]2CCCN2C1)F (R)-2,2-difluorotetrahydro-1H-pyrrolizin